C(C1=CC=CC=C1)OC(=O)C=1N(C=CC1)C 1-methyl-pyrrole-2-carboxylic acid benzyl ester